C(#N)C1=C(SC(=C1C1=CC=C(C=C1)OC)C)NC(=O)C=1C(=CC(=CC1)C1=NNN=C1)C(=O)N N1-[3-cyano-4-(4-methoxyphenyl)-5-methylthiophen-2-yl]-4-(2H-1,2,3-triazol-4-yl)benzene-1,2-dicarboxamide